C1(CC1)C=1C(=NC(=NC1)N(CC1=CC=C(C=C1)OC)CC1=CC=C(C=C1)OC)OC 5-cyclopropyl-4-methoxy-N,N-bis[(4-methoxyphenyl)methyl]pyrimidin-2-amine